[Bi+3].[In+3].[Ag+].[Sn+4] tin-silver-indium (Iii)-bismuth